COC=1C=C(C=CC1N1N=CC=N1)CCN 2-(3-Methoxy-4-[1,2,3]triazol-2-yl-phenyl)-ethylamine